FCC(C(CC(=O)OC)NC(=O)OC(C)(C)C)=O methyl 5-fluoro-3-[(2-methylpropan-2-yl) oxycarbonylamino]-4-oxopentanoate